N[C@@H](CC(=O)OCC)C=1C=C(C=CC1)C1=CC(=CC=C1)C(F)(F)F ethyl (S)-3-amino-3-(3'-(trifluoromethyl)biphenyl-3-yl)propanoate